3-fluoro-N-(2-(3-((1R,3R)-3-methyl-2-(2,2,2-trifluoroethyl)-2,3,4,9-tetrahydro-1H-pyrido[3,4-b]indol-1-yl)phenoxy)ethyl)propan-1-amine FCCCNCCOC1=CC(=CC=C1)[C@H]1N([C@@H](CC2=C1NC1=CC=CC=C21)C)CC(F)(F)F